((2R,3s,4R,5R)-5-(4-aminopyrrolo[2,1-f][1,2,4]triazin-7-yl)-5-cyano-3,4-dihydroxytetrahydrofuran-2-yl)methyl ((R)-2-((3-cyanobenzyl)oxy)-3-(hexadecyloxy)propyl) hydrogen phosphate P(=O)(OC[C@H]1O[C@@]([C@@H]([C@@H]1O)O)(C#N)C1=CC=C2C(=NC=NN21)N)(OC[C@@H](COCCCCCCCCCCCCCCCC)OCC2=CC(=CC=C2)C#N)O